4-methyl-5-(4,4,5,5-tetramethyl-1,3,2-dioxaborolan-2-yl)pyridazine CC1=CN=NC=C1B1OC(C(O1)(C)C)(C)C